3-(2,6-diphenylpyridin-3-yl)-2,4,5,6-tetrakis(9H-pyrido[3,4-b]indol-9-yl)benzonitrile C1(=CC=CC=C1)C1=NC(=CC=C1C=1C(=C(C#N)C(=C(C1N1C2=C(C3=CC=CC=C13)C=CN=C2)N2C1=C(C3=CC=CC=C23)C=CN=C1)N1C2=C(C3=CC=CC=C13)C=CN=C2)N2C1=C(C3=CC=CC=C23)C=CN=C1)C1=CC=CC=C1